CO.[Cl] chlorine anti-methanol